CC1=NN(C=C1NNC1=CC=C(C=C1)N)C1=CC=CC=C1 3-methyl-4-((4-aminophenyl)diazanyl)-1-phenyl-1H-pyrazole